2-Hydroxy-3-[4-[(E)-3-naphthalen-2-ylprop-2-enoyl]phenyl]-2H-furan-5-one OC1OC(C=C1C1=CC=C(C=C1)C(\C=C\C1=CC2=CC=CC=C2C=C1)=O)=O